C1(CCC1)C(C)C(C(=O)OCC)C(=O)OCC (+)-Diethyl 2-(1-cyclobutylethyl)malonate